C1(=CC=CC=C1)S(=O)(=O)N1C=C(C2=CC=C(C=C12)OCC(F)(F)F)S(=O)(=O)Cl 1-(benzenesulfonyl)-6-(2,2,2-trifluoroethoxy)indole-3-sulfonyl chloride